lithium chlorate salt Cl(=O)(=O)[O-].[Li+]